N-(3-methoxy-4-(1H-pyrrolo[2,3-b]pyridin-5-yl)phenyl)-3-(pyridin-4-yl)acrylamide COC=1C=C(C=CC1C=1C=C2C(=NC1)NC=C2)NC(C=CC2=CC=NC=C2)=O